(2-methylphenyl)urea CC1=C(C=CC=C1)NC(=O)N